C(C1=CC=CC=C1)OC1=NC=C(C=N1)N1CCOCC1 4-(2-(benzyloxy)pyrimidin-5-yl)morpholine